5-(2-{5-[(7R)-7-amino-2-azabicyclo[2.2.1]heptane-2-carbonyl]-7-methoxy-1-methyl-1H-1,3-benzodiazol-2-yl}-1-(cyclopropylmethyl)-1H-pyrrolo[2,3-b]pyridin-6-yl)-2-chlorobenzamide N[C@H]1C2N(CC1CC2)C(=O)C2=CC1=C(N(C(=N1)C1=CC=3C(=NC(=CC3)C=3C=CC(=C(C(=O)N)C3)Cl)N1CC1CC1)C)C(=C2)OC